C(C)(C)(C)OC(=O)N[C@@H](C(=O)OCC)CCC(C)(F)F (R)-ethyl 2-((tert-butoxycarbonyl)amino)-5,5-difluorohexanoate